C(C)C(CC(F)(F)F)C(=O)O ethyl-trifluoropropyl-carboxylic acid